N=1C(=CN2C1C=CC=C2)CN2CCC(CC2)C=2C=C1C(=C(NC1=CC2)C2=C1C(=NC=C2)NN=C1)C(C)C 4-(5-(1-(imidazo[1,2-a]pyridin-2-ylmethyl)piperidin-4-yl)-3-isopropyl-1H-indol-2-yl)-1H-pyrazolo[3,4-b]pyridine